(2S)-2-amino-1-(3,6-dihydro-[2,3'-bipyridin]-1(2H)-yl)-3-(naphthalen-1-yl)propan-1-one N[C@H](C(=O)N1C(CC=CC1)C=1C=NC=CC1)CC1=CC=CC2=CC=CC=C12